C(#N)C1(CC1)C(=O)NC1(CC(C1)NC1=NN2C(C(=N1)OC)=C(C=C2)C=2C=CC1=C(N(N=N1)C)C2)C 1-cyano-N-((1s,3s)-3-((4-methoxy-5-(1-methyl-1H-benzo[d][1,2,3]triazol-6-yl)pyrrolo[2,1-f][1,2,4]triazin-2-yl)amino)-1-methylcyclobutyl)cyclopropane-1-carboxamide